3-(benzyloxy)-6-oxo-6H-benzo[c]chromen-8-yl-2-(piperidin-1-yl)acetamide C(C1=CC=CC=C1)OC1=CC=C2C3=C(C(OC2=C1)=O)C=C(C=C3)C(C(=O)N)N3CCCCC3